C1(CC1)CNC(C1=C(C=C(C=C1)C(F)(F)F)OC)=O N-(cyclopropylmethyl)-2-methoxy-4-(trifluoromethyl)benzamide